7-(5-methoxy-1-methyl-1H-indol-3-yl)-1-methyl-3-propyl-1H-pyrazolo[4,3-d]pyrimidine COC=1C=C2C(=CN(C2=CC1)C)C=1C2=C(N=CN1)C(=NN2C)CCC